2-(cyclopropanecarboxamido)-4-((2,5-dimethyl-4,5-dihydro-2H-pyrazolo[4,3-c]quinolin-6-yl)amino)-N-(methyl-d3)pyrimidine-5-carboxamide C1(CC1)C(=O)NC1=NC=C(C(=N1)NC1=CC=CC=2C=3C(CN(C12)C)=CN(N3)C)C(=O)NC([2H])([2H])[2H]